2-hydroxypropane-1,3-diol OC(CO)CO